Cl.Cl.NC=1C2=C(N=C(N1)Cl)N(C=C2C=2SC=C(N2)CC2=CC=CC=C2)[C@H]2[C@@H]([C@@H]([C@H](C2)C2CCN(CC2)CC(F)F)O)O (1R,2S,3R,5R)-3-[4-amino-5-(4-benzyl-1,3-thiazol-2-yl)-2-chloropyrrolo[2,3-d]pyrimidin-7-yl]-5-[1-(2,2-difluoroethyl)piperidin-4-yl]cyclopentane-1,2-diol 2HCl salt